NC(=O)C1=CC=C(C=C1)N1CCN(CC1)CCC1OCCC2=C1C=CC(=C2)C(=O)NC 1-[2-[4-[4-(aminocarbonyl)phenyl]-1-piperazinyl]ethyl]-3,4-dihydro-N-methyl-1H-2-benzopyran-6-carboxamide